3-phenoxybenzoic acid-13C6 O(C1=CC=CC=C1)[13C]=1[13CH]=[13C]([13C](=O)O)C=[13CH][13CH]1